2-(3-chlorophenyl)-1-(4-chlorophenyl)-2-methylpropyl (3-cyclohexyl-1-oxo-1-((1-oxo-3-(2-oxopyrrolidin-3-yl)propan-2-yl)amino)propan-2-yl)carbamate C1(CCCCC1)CC(C(NC(C=O)CC1C(NCC1)=O)=O)NC(OC(C(C)(C)C1=CC(=CC=C1)Cl)C1=CC=C(C=C1)Cl)=O